6-[5,6-difluoro-4-(4-hydroxy-1-piperidinyl)-8-(methylamino)-9H-pyrido[2,3-b]indol-3-yl]-1-methyl-4-oxo-1,8-naphthyridine-3-carboxylic acid FC1=C2C3=C(NC2=C(C=C1F)NC)N=CC(=C3N3CCC(CC3)O)C=3C=C1C(C(=CN(C1=NC3)C)C(=O)O)=O